C(CC)(=O)C=1C(=O)NC(C1)=O Propionyl-Maleimide